NC1(CC=C(C=C1)C(C)(C)C1=CCC(C=C1)(N)N)N 2,2-bis(4,4'-diaminophenyl)propane